2-(4-fluoro-2-methylphenyl)-N-methyl-1-piperidinecarboxamide FC1=CC(=C(C=C1)C1N(CCCC1)C(=O)NC)C